CC(C)S(=O)(=O)NCC(CCOCCOCCOCCOCCOCCOCC#C)C1=CC=C(C=C1)CCNS(=O)(=O)C(C)C N-(2-{4-[23-(propane-2-sulfonamido)-4,7,10,13,16,19-hexaoxatricos-1-yn-22-yl]phenyl}ethyl)propane-2-sulfonamide